(2R)-3-{(1R)-2-[4,6-bis(trifluoromethyl)-1,3,5-triazin-2-yl]-6-chloro-2,3,4,9-tetrahydro-1H-pyrido[3,4-b]indol-1-yl}propane-1,2-diol FC(C1=NC(=NC(=N1)C(F)(F)F)N1[C@@H](C=2NC3=CC=C(C=C3C2CC1)Cl)C[C@H](CO)O)(F)F